P(O)(O)(=S)O[C@H]1[C@@]([C@@H](O[C@@H]1CO)N1C(=O)NC(=O)C=C1)(C)F 2'-deoxy-2'-fluoro-2'-C-methyl-uridine-3'-phosphorothioate